6,6-difluoro-2-(2-(2-methyl-2H-pyrazolo[3,4-b]pyridin-5-yl)thieno[2,3-d]pyrimidin-6-yl)spiro[3.3]heptan-2-ol FC1(CC2(CC(C2)(O)C2=CC3=C(N=C(N=C3)C3=CC=4C(N=C3)=NN(C4)C)S2)C1)F